BrC1=NN(C(=C1)CC(C)C)C1=C(C=CC(=C1)OCC)F 3-Bromo-1-(5-ethoxy-2-fluorophenyl)-5-isobutyl-pyrazole